2-(2-Hydroxy-4-octoxyphenyl)-benzotriazol OC1=C(C=CC(=C1)OCCCCCCCC)N1N=C2C(=N1)C=CC=C2